C(\C=C/C(=O)O)(=O)O.C(=C)OC METHYL VINYL ETHER MALEATE